FC1CN(CCC1C(=O)N1CCOC2=C(C1)C=NC=C2C#N)C2=CC=NC=1N2N=CC1F Racemic-4-[3-fluoro-1-(3-fluoropyrazolo[1,5-a]pyrimidin-7-yl)piperidine-4-carbonyl]-3,5-dihydro-2H-pyrido[3,4-f][1,4]oxazepine-9-Formonitrile